7-chloro-1-methyl-5-(prop-1-en-2-yl)-3,4-dihydroquinolin-2(1H)-one ClC1=CC(=C2CCC(N(C2=C1)C)=O)C(=C)C